2-Bromo-4-chlorofuran BrC=1OC=C(C1)Cl